OC[C@H]1O[C@H]([C@@H]([C@H]([C@@H]1O)O)O)OC1=C(C=CC=C1)C1=CC=C(C=C1)OC (2R,3S,4S,5R,6S)-2-(hydroxymethyl)-6-((4'-methoxy-[1,1'-biphenyl]-2-yl)oxy)tetrahydro-2H-pyran-3,4,5-triol